C1(CC1)S(=O)(=O)NC1=CC(=NC=C1)[C@H](CC1CCN(CC1)C)NC(=O)C=1SC(=CN1)C1=NC(=CN=C1)OCC (S)-N-(1-(4-(cyclopropanesulfonamido)pyridin-2-yl)-2-(1-methylpiperidin-4-yl)ethyl)-5-(6-ethoxypyrazin-2-yl)thiazole-2-carboxamide